N[C@H]1CCC[C@H](C(NC=2C=NN(C2C=2C=CN=C1C2)C)=O)CC (9R,13S)-13-amino-9-ethyl-3-methyl-3,4,7,15-tetraazatricyclo[12.3.1.02,6]Octadecan-1(18),2(6),4,14,16-pentaen-8-one